C1(=CC=CC=C1)P([O-])(=O)CC1=C(C=C(C=C1C)C)C phenyl-2,4,6-trimethylbenzylphosphinate